4-[(2R,5R)-2-[[bis(4-methoxyphenyl)-phenyl-methoxy]methyl]-5-(2,4-dioxopyrimidin-1-yl)-4-[2-[(Z)-octadec-9-enoxy]ethoxy]tetrahydrofuran-3-yl]oxy-4-oxo-butanoic acid COC1=CC=C(C=C1)C(OC[C@H]1O[C@H](C(C1OC(CCC(=O)O)=O)OCCOCCCCCCCC\C=C/CCCCCCCC)N1C(NC(C=C1)=O)=O)(C1=CC=CC=C1)C1=CC=C(C=C1)OC